C1(=CC=CC=C1)C1N(CCC1)C1=C2C(=NC=C1)NC=C2C#N 4-(2-phenylpyrrolidin-1-yl)-1H-pyrrolo[2,3-b]pyridine-3-carbonitrile